CO[Si](CCCCCC[SiH2]C(NCCC[Si](C)(OC)OC)NCCC[Si](OC)(OC)C)(OC)OC 1-trimethoxysilyl-6-bis(methyldimethoxysilylpropylamino)methylsilylhexane